FC1(CCN(CC1)C1=NC(=CC(=N1)C1=NOC(=N1)C1=C(C=C(C=C1)NS(=O)(=O)CCO)N1CCC2(CC2)CC1)C)F N-(4-(3-(2-(4,4-difluoropiperidin-1-yl)-6-methylpyrimidin-4-yl)-1,2,4-oxadiazol-5-yl)-3-(6-Azaspiro[2.5]octan-6-yl)phenyl)-2-hydroxyethane-1-sulfonamide